3-{5-[(4-Carbamimidoylphenyl)methoxy]-1-(2-methoxybenzoyl)-1H-pyrazol-3-yl}-1-[2-(morpholin-4-yl)acetyl]-4-(trifluoromethyl)piperidin C(N)(=N)C1=CC=C(C=C1)COC1=CC(=NN1C(C1=C(C=CC=C1)OC)=O)C1CN(CCC1C(F)(F)F)C(CN1CCOCC1)=O